2-(1-(2-(Aminomethyl)phenyl)-1H-pyrazol-3-yl)propan-2-ol NCC1=C(C=CC=C1)N1N=C(C=C1)C(C)(C)O